C[Si](OCC)(OCC)C(C=O)CCCCCCCCC (methyldiethoxysilyl)undecanal